COCOC1=C(C2=CC=CC=C2C=C1)B1OC(C(O1)(C)C)(C)C 2-(2-(methoxymethoxy)naphthalen-1-yl)-4,4,5,5-tetramethyl-1,3,2-dioxaborolane